tert-butyl (1R,5S)-7-(5-(5-bromo-1-ethyl-3-(3-hydroxy-2,2-dimethylpropyl)-1H-indol-2-yl)-6-((S)-1-methoxyethyl) pyridin-3-yl)-3-oxa-9-azabicyclo[3.3.1]nonane-9-carboxylate BrC=1C=C2C(=C(N(C2=CC1)CC)C=1C=C(C=NC1[C@H](C)OC)C1C[C@H]2COC[C@@H](C1)N2C(=O)OC(C)(C)C)CC(CO)(C)C